2-Ethyl 1-((3-ethoxy-3-oxopropanamido)methyl)cyclobutanecarboxylate C(C)OC(CC(=O)NCC1(CCC1)C(=O)OCC)=O